CN1N=CC=2C1=NC(=CC2N2CC1=CC=C(C=C1[C@H](C2)C)OC[C@H]2NCCNC2)C (4R)-2-(1,6-dimethylpyrazolo[3,4-b]pyridin-4-yl)-4-methyl-6-[[(2S)-piperazin-2-yl]methoxy]-3,4-dihydro-1H-isoquinoline